5-(4-bromophenyl)-2,2-dimethylmorpholine BrC1=CC=C(C=C1)C1COC(CN1)(C)C